O=S1(OC[C@]23N1[C@H](CN(C2)C(=O)OCC2=CC=CC=C2)CC3)=O benzyl (1R,6S)-4,4-dioxo-3-oxa-4-thia-5,8-diazatricyclo[4.3.2.01,5]undecane-8-carboxylate